C(C)(C)=O i-propanone